2-[4-[(E)-3-(4-Fluoro-2-methylphenyl)-3-oxoprop-1-enyl]-2-nitrophenoxy]acetic acid FC1=CC(=C(C=C1)C(/C=C/C1=CC(=C(OCC(=O)O)C=C1)[N+](=O)[O-])=O)C